C1(CC1)NC=C(C(=O)OCC)C(=O)OCC diethyl 2-[(cyclopropylamino)methylene]propanedioate